FC1=C2C(=NC(=N1)N)N(N=C2)C(C)C 4-fluoro-1-isopropylpyrazolo[3,4-d]pyrimidin-6-amine